C(C)(=O)[O-].C[Si+](CCCC)C dimethyl-butyl-silicon acetate